2-(4-(Oxazol-2-yl)phenyl)-N-(5-(trifluoromethyl)thiazol-2-yl)acetamide O1C(=NC=C1)C1=CC=C(C=C1)CC(=O)NC=1SC(=CN1)C(F)(F)F